sulfo-succinimidyl-oxo-methyl-(2-pyridylthio)benzene S(=O)(=O)(O)C1=C(C(=C(C=C1)SC1=NC=CC=C1)C=O)N1C(CCC1=O)=O